6-(2-(2-hydroxyphenyl)acetyl)-2-(1-phenylcyclopropyl)-5,6,7,8-tetrahydropyrido[4,3-d]pyrimidin-4(3H)-one OC1=C(C=CC=C1)CC(=O)N1CC2=C(N=C(NC2=O)C2(CC2)C2=CC=CC=C2)CC1